C(N)(=O)C1=CC=C2C(=N1)N(C(=N2)C(C)C)CC2=CC=C(C=C2)B(O)O 4-((5-carbamoyl-2-isopropylimidazo[4,5-b]pyridin-3-yl)methyl)phenylboronic acid